dysprosium-tungsten [W].[Dy]